N-(2-quinolylmethylene)aniline N1=C(C=CC2=CC=CC=C12)C=NC1=CC=CC=C1